6-(2-(2,6-diazaspiro[3.5]non-2-yl)ethoxy)-4-(5-(6-((6-methoxypyridine-3-yl)methyl)-3,6-diazabicyclo[3.1.1]heptan-3-yl)pyrazin-2-yl)pyrazolo[1,5-a]pyridine-3-carbonitrile C1N(CC12CNCCC2)CCOC=2C=C(C=1N(C2)N=CC1C#N)C1=NC=C(N=C1)N1CC2N(C(C1)C2)CC=2C=NC(=CC2)OC